NC=1C=2N(C3=CC(=CC=C3N1)CN1[C@H](CCCC1)C1=CC=C(C=C1)F)C=CC2 (R)-(4-aminopyrrolo[1,2-a]quinoxalin-8-yl)(2-(4-fluorophenyl)piperidin-1-yl)methan